ethylenediaminetetraacetic acid diammonium salt monohydrate O.[NH4+].[NH4+].C(CN(CC(=O)[O-])CC(=O)[O-])N(CC(=O)O)CC(=O)O